C(C)(C)(C)C1=C2C=CC=NC2=C2N=CC=CC2=C1 5-tert-butyl-1,10-phenanthroline